Cl.NCCOCCNC(C1=C(C=C(C=C1)NC=1C=2N(C=CN1)C(=CN2)C=2C(=NN(C2)C(C)C)C(F)(F)F)CC)=O N-[2-(2-aminoethoxy)ethyl]-2-ethyl-4-[[3-[1-propan-2-yl-3-(trifluoromethyl)pyrazol-4-yl]imidazo[1,2-a]pyrazin-8-yl]amino]benzamide hydrochloride